bis(4-methoxyphenyl)thiourea COC1=CC=C(C=C1)NC(NC1=CC=C(C=C1)OC)=S